tris(naphthyl)(phenyl)amine C1(=CC=CC2=CC=CC=C12)C1=C(C(=C(C=C1)N)C1=CC=CC2=CC=CC=C12)C1=CC=CC2=CC=CC=C12